(S)-2-((1e,3e)-4-(5-(dimethylamino)thiazol-2-yl)but-1,3-dien-1-yl)-4,5-dihydrothiazole-4-carboxylic acid methyl ester COC(=O)[C@@H]1N=C(SC1)\C=C\C=C\C=1SC(=CN1)N(C)C